3-{[2-(2,2-difluoroethyl)phenyl]amino}-2-[3-(2-methoxyethoxy)pyridin-4-yl]-1,5,6,7-tetrahydro-4H-pyrrolo[3,2-c]pyridin-4-one FC(CC1=C(C=CC=C1)NC1=C(NC2=C1C(NCC2)=O)C2=C(C=NC=C2)OCCOC)F